C(C1=CC=CC=C1)(=O)OCC1=CC=CC=C1 benzyl (benzoate)